C(C)(=O)OC[C@@H]1[C@H]([C@@H]([C@H]([C@H](OC2=C(C=CC=C2)CC2=CC=C(C=C2)OC)O1)O)O)O 2-(4-methoxybenzyl)phenyl 6-O-acetyl-β-D-glucopyranoside